C(C)(=O)OC1C2C3C4C=CC(C3C(C1)C2)C4 8-acetoxytetracyclo[4.4.0.12,5.17,10]dodeca-3-ene